C(C)(C)(C)N1C(N(CC1)C(C)(C)C)=NC1=CC=C(C(=O)O)C=C1 4-((1,3-Di-t-butylimidazolidin-2-ylidene)amino)benzoic acid